FC(CN(C(C=C)=O)C1CC(C1)(OC=1C=2N(C=C(N1)C=1C=NN(C1)C)N=CC2)C)F N-(2,2-difluoroethyl)-N-((1s,3s)-3-methyl-3-((6-(1-methyl-1H-pyrazol-4-yl)pyrazolo[1,5-a]pyrazin-4-yl)oxy)cyclobutyl)acrylamide